NC=1C(=NC=CN1)S(=O)(=O)NC(=O)C=1C(=NC(=CC1)C1=CC=C(C=C1)OCC)OC1=C(C=C(C=C1)C)C N-(3-Aminopyrazin-2-yl)sulfonyl-2-(2,4-dimethylphenoxy)-6-(4-ethoxyphenyl)pyridin-3-carboxamid